2-[(4-{3-[(2,4-dichlorophenyl)methyl]benzoyl}piperazin-1-yl)methyl]-1-{[(2S)-oxetan-2-yl]methyl}-1H-1,3-benzodiazole-6-carboxylic acid ClC1=C(C=CC(=C1)Cl)CC=1C=C(C(=O)N2CCN(CC2)CC2=NC3=C(N2C[C@H]2OCC2)C=C(C=C3)C(=O)O)C=CC1